N[C@H](C(=O)O)CC(CC)(C)C (S)-2-amino-4,4-dimethylhexanoic acid